tantalum tetraoxide [O-2].[O-2].[O-2].[O-2].[Ta+5]